C1(CCCCC1)NC1=NC2=CC(=CC=C2C=C1)O 2-(cyclohexylamino)quinolin-7-ol